ClC=1C=C(C=CC1Cl)CC(CCC(C)C)=O 1-(3,4-dichlorophenyl)-5-methylhexan-2-one